(S,E)-N-(2-((tert-butyldimethylsilyl)oxy)ethylidene)-2-methylpropane-2-sulfinamide [Si](C)(C)(C(C)(C)C)OC\C=N\[S@@](=O)C(C)(C)C